C(C1=CC=CC=C1)OC(=O)N[C@@H](CC1=CC(=C(C=C1)F)F)C(=O)O N-(benzyloxycarbonyl)-3,4-difluorophenylalanine